4-hexyldecyl 8-[2-[2-[2-(dimethylamino)ethoxy]ethoxy]ethyl-[8-(4-hexyldecoxy)-8-oxo-octyl]amino]octanoate CN(CCOCCOCCN(CCCCCCCC(=O)OCCCC(CCCCCC)CCCCCC)CCCCCCCC(=O)OCCCC(CCCCCC)CCCCCC)C